CS(=O)(=O)C=CC(C)NC(=O)C=1C(=NC(=NC1)C(C(F)(F)F)(F)F)OC1=CC=CC=C1 N-(4-(methylsulfonyl)but-3-en-2-yl)-2-(perfluoroethyl)-4-phenoxypyrimidine-5-carboxamide